3-(4-((1H-indol-6-yl)sulfonyl)-1-methylpiperazin-2-yl)-1-methyl-1H-indole N1C=CC2=CC=C(C=C12)S(=O)(=O)N1CC(N(CC1)C)C1=CN(C2=CC=CC=C12)C